C(C)(C)(C)OC(=O)N1CC(CCC(C1)O)O.C1(=CC=CC=C1)SC=1C(CCCC1)=O 2-(phenylthio)cyclohex-2-en-1-one tert-butyl-3,6-dihydroxyazepane-1-carboxylate